FC1=C2C(NC(C2=CC=C1)=O)OCC1(CC1)CO 4-fluoro-3-([1-(hydroxymethyl)cyclopropyl]methoxy)-2,3-dihydro-1H-isoindol-1-one